ClC1=C(CNC(C)=O)C=CC(=C1)CC=1C(NC2=CC=CC=C2C1)=O N-(2-chloro-4-((2-oxo-1,2-dihydroquinolin-3-yl)methyl)benzyl)acetamide